6-((2-chloro-1H-benzo[d]imidazol-1-yl)methyl)nicotinonitrile ClC1=NC2=C(N1CC1=NC=C(C#N)C=C1)C=CC=C2